CC(C)(C)[O-].CC(C)(C)[O-].[Mo+6] molybdenum (VI) bis(tert-butoxide)